6-(3-Amino-1H-pyrazol-4-yl)-N-(1-methylpyrazol-4-yl)pyrimidin-4-amine NC1=NNC=C1C1=CC(=NC=N1)NC=1C=NN(C1)C